(R)-2-(1-(4-amino-3-(2,3-difluoro-4-methoxyphenyl)-1H-pyrazolo[3,4-d]pyrimidin-1-yl)ethyl)-5-fluoro-3-phenylquinazolin-4(3H)-one NC1=C2C(=NC=N1)N(N=C2C2=C(C(=C(C=C2)OC)F)F)[C@H](C)C2=NC1=CC=CC(=C1C(N2C2=CC=CC=C2)=O)F